FC1=C(C=C(C=C1)I)C1=NC2=C(N1C)C=CC(=C2)C(F)(F)F 2-(2-fluoro-5-iodophenyl)-1-methyl-5-(trifluoromethyl)-1H-benzo[d]imidazole